2-(3-(9,9-di(pyridin-3-yl)-9H-fluoren-2-yl)phenyl)-9-phenyl-1,10-phenanthroline N1=CC(=CC=C1)C1(C2=CC=CC=C2C=2C=CC(=CC12)C=1C=C(C=CC1)C1=NC2=C3N=C(C=CC3=CC=C2C=C1)C1=CC=CC=C1)C=1C=NC=CC1